N-{4-[(5-{[4-((3-fluorophenyl){[(6-methyl-3-pyridinyl)amino]carbonyl}amino)-1-piperidinyl]methyl}-2-pyridinyl)oxy]phenyl}cyclopropanesulfonamide FC=1C=C(C=CC1)N(C1CCN(CC1)CC=1C=CC(=NC1)OC1=CC=C(C=C1)NS(=O)(=O)C1CC1)C(=O)NC=1C=NC(=CC1)C